Pyridyl-triazole C1C(NNN1)C2=CC=CC=N2